BrC=1C=C(/C=C/C=2SC3=C(N2)C=C(C(=C3)NC(OC(C)(C)C)=O)C)C=CC1OCOC (E)-tert-butyl (2-(3-bromo-4-(methoxymethoxy)styryl)-5-methylbenzo[d]thiazol-6-yl)carbamate